(R)-2,3-epoxypropionic acid methyl ester COC([C@H]1CO1)=O